NC1=C(C(=O)O)C=CC(=C1)OC 2-amino-4-methoxy-benzoic acid